C1NCC12NCCN(C2)C2=CC=CC(=N2)C2=NC1=CC(=NC=C1C=C2)CNC(C2=CC(=C(C=C2)C)S(=O)(=O)C)=O N-((2-(6-(2,5,8-triazaspiro[3.5]nonan-8-yl)pyridin-2-yl)-1,6-naphthyridin-7-yl)methyl)-4-methyl-3-(methylsulfonyl)benzamide